(S)-2-((2S,3R)-3-((tert-butoxycarbonyl)amino)-2-hydroxy-4-phenylbutanamido)-4-methylpentanoic acid C(C)(C)(C)OC(=O)N[C@@H]([C@@H](C(=O)N[C@H](C(=O)O)CC(C)C)O)CC1=CC=CC=C1